ClC=1N=CN(C1)CC1=C(C=C(C=C1)[C@H]1[C@@H](C1)C(=O)O)C (1R,2R)-2-(4-((4-chloro-1H-imidazol-1-yl)methyl)-3-methylphenyl)cyclopropane-1-carboxylic acid